1-((1S)-1-(4-((3-Chloro-2-fluorophenyl)amino)pyrido[3,2-d]pyrimidin-6-yl)-3-azabicyclo[3.1.0]hexan-3-yl)prop-2-en-1-one ClC=1C(=C(C=CC1)NC=1C2=C(N=CN1)C=CC(=N2)[C@@]21CN(CC1C2)C(C=C)=O)F